exo-2,3-bis(methylene)-7,7-dimethyl-bicyclo[2.2.1]Heptane C=C1C2CCC(C1=C)C2(C)C